CC1=NC=NC(=C1)N1CCC(CC1)C1=CC=CC=C1 4-methyl-6-(4-phenyl-1-piperidyl)pyrimidine